N[C@H]1[C@@H]2N(C[C@H]1CC2)C(=O)C2=CC1=C(N(C(=N1)C=1N(C3=C(C=CC=C3C1)[C@@H]1C[C@H](C1)O)CC1CC1)C)C(=C2)OC trans-3-(2-{5-[(1R,4R,7R)-7-amino-2-azabicyclo[2.2.1]heptane-2-carbonyl]-7-methoxy-1-methyl-1H-1,3-benzodiazol-2-yl}-1-(cyclopropylmethyl)-1H-indol-7-yl)cyclobutan-1-ol